tert-butyl 4-(3-((1-((benzyloxy)carbonyl)piperidin-4-yl)oxy)-4-chlorophenyl)piperazine-1-carboxylate C(C1=CC=CC=C1)OC(=O)N1CCC(CC1)OC=1C=C(C=CC1Cl)N1CCN(CC1)C(=O)OC(C)(C)C